CN1N=CC(=NN1C)C 2,3,5-trimethyl-tetrazine